6-bromo-4-chloro-2,3-dihydro-1H-inden-1-ol BrC1=CC(=C2CCC(C2=C1)O)Cl